(S)-N-(1-(3-(3,3-difluoropiperidin-1-yl)-1,2,4-oxadiazol-5-yl)ethyl)-1-methyl-3-(trifluoromethyl)-1H-pyrazole-5-carboxamide FC1(CN(CCC1)C1=NOC(=N1)[C@H](C)NC(=O)C1=CC(=NN1C)C(F)(F)F)F